C(C=C)(=O)N1CC(C1)N(C1(CCC(CC1)(F)F)C1=CC=C(C=C1)[C@H](C)NC1=NC=C2C=CC(N(C2=C1)C(C)C)=O)C 7-{[(1S)-1-(4-{1-[(1-acryloylazetidin-3-yl)(methyl)amino]-4,4-difluorocyclohexyl}phenyl)ethyl]amino}-1-(propan-2-yl)-1,6-naphthyridin-2(1H)-on